COC(C1=NC=C(C=C1)C=1COCC1)=O.BrCC(COCC1=CC=C(C=C1)Br)=O 1-bromo-3-((4-bromobenzyl)oxy)propan-2-one methyl-5-(2,5-dihydrofuran-3-yl)picolinate